NC1=C(C(=O)OC)C(=CC=C1F)F Methyl 2-amino-3,6-difluorobenzoate